ClC1=CC(=C(C=C1)C1=CC=C(C=C1)C(=O)NCC(=O)N1CC2(OCCO2)C[C@H]1C(=O)OC)F methyl (S)-7-((4'-chloro-2'-fluoro-[1,1'-biphenyl]-4-carbonyl)glycyl)-1,4-dioxa-7-azaspiro[4.4]nonane-8-carboxylate